3-(6-(2-hydroxy-6-methyl-4-(trifluoromethyl)phenyl)-2H-pyrazolo[3,4-b]pyrazin-2-yl)cyclobutane-1-carbonitrile OC1=C(C(=CC(=C1)C(F)(F)F)C)C=1C=NC=2C(N1)=NN(C2)C2CC(C2)C#N